N-(3-(tert-butyl)-5-(4-iodobutoxy)phenyl)-1-(2,5-dimethoxyphenyl)-5-methyl-1H-1,2,3-triazole-4-carboxamide C(C)(C)(C)C=1C=C(C=C(C1)OCCCCI)NC(=O)C=1N=NN(C1C)C1=C(C=CC(=C1)OC)OC